8-(Difluoromethoxy)-N-(6-(difluoromethyl)pyridin-2-yl)-2-((1S,4R)-1-methyl-2-oxabicyclo[2.2.1]heptan-4-yl)imidazo[1,2-a]pyridine-6-carboxamide FC(OC=1C=2N(C=C(C1)C(=O)NC1=NC(=CC=C1)C(F)F)C=C(N2)[C@@]21CO[C@@](CC2)(C1)C)F